BrCCOC1=C(C(=C(C=C1)NC1=NC=C(C(=N1)NNC1=CC=CC=C1)C#N)[N+](=O)[O-])O 2-((4-(2-bromoethoxy)-hydroxy-2-nitrophenyl)amino)-4-(phenylaminoamino)pyrimidine-5-carbonitrile